2-[(2E)-2-(aminomethyl)-3-fluoroprop-2-en-1-yl]-4-[5-(3,4,5-trimethoxyphenyl)thiophen-2-yl]methyl-2,4-dihydro-3H-1,2,4-triazol-3-one hydrochloride Cl.NC/C(/CN1N=CN(C1=O)CC=1SC(=CC1)C1=CC(=C(C(=C1)OC)OC)OC)=C\F